1-phenyl-1H-1,2,4-triazol C1(=CC=CC=C1)N1N=CN=C1